2-Propylcatechol C(CC)C1(C(O)C=CC=C1)O